COC1=C(CNC=2C=CC3=C(N=C(N=C3N)NC3CCN(CC3)C)N2)C=CC(=C1)OC N7-(2,4-dimethoxybenzyl)-N2-(1-methylpiperidin-4-yl)pyrido[2,3-d]pyrimidine-2,4,7-triamine